3-oxa-1,5-diazabicyclo[3.2.2]nonane N12COCN(CC1)CC2